(S)-N-benzyl-N-ethyl-9-(2-fluoroethyl)-5-methoxy-2,3,4,9-tetrahydro-1H-carbazole-4-carboxamide C(C1=CC=CC=C1)N(C(=O)[C@H]1CCCC=2N(C3=CC=CC(=C3C12)OC)CCF)CC